tert-butyl N-methyl-N-[2-[(1-methyl-7-methylsulfonyl-2-oxo-4H-pyrimido[4,5-d]pyrimidin-3-yl)methyl]phenyl]carbamate CN(C(OC(C)(C)C)=O)C1=C(C=CC=C1)CN1C(N(C2=NC(=NC=C2C1)S(=O)(=O)C)C)=O